ClC=1C(=C(C=CC1)C1=C(C=2N=C(N=C(C2C=N1)N1C[C@H]2CC[C@@H](C1)N2C(=O)OC(C)(C)C)OCC21CCCN1CCC2)F)C(C)C tert-butyl (1R,5S)-3-(7-(3-chloro-2-isopropylphenyl)-8-fluoro-2-((tetrahydro-1H-pyrrolizin-7a(5H)-yl)methoxy)pyrido[4,3-d]pyrimidin-4-yl)-3,8-diazabicyclo[3.2.1]octane-8-carboxylate